FC=1C=C(CCN)C=CC1F 3,4-difluorophenethylamine